ClC1=C(C=C(C(=O)N2[C@@H](C=3N(CC2)C(=NC3N3C(CCC3)=O)C3=NC(=NS3)C)C)C=C1)F (R)-1-(7-(4-Chloro-3-fluorobenzoyl)-8-methyl-3-(3-methyl-1,2,4-thiadiazol-5-yl)-5,6,7,8-Tetrahydroimidazo[1,5-a]pyrazin-1-yl)pyrrolidin-2-one